[Si](C)(C)(C(C)(C)C)OCCN1CCCC12CCCN(C2)C2(C(NC(NC2=O)=O)=O)C2=CC=C(C=C2)OC2=CC=C(C=C2)OC(F)(F)F 5-[1-[2-[tert-butyl(dimethyl)silyl]oxyethyl]-1,9-diazaspiro[4.5]decan-9-yl]-5-[4-[4-(trifluoromethoxy)phenoxy]phenyl]hexahydropyrimidine-2,4,6-trione